CC=1N=C(SC1C(=O)OC(C)C)NC(CCNC(=O)C1=NC(=CC=C1)C1=NOC(=N1)C)=O Propan-2-yl 4-methyl-2-(3-{[6-(5-methyl-1,2,4-oxadiazol-3-yl)pyridin-2-yl]formamido}propanamido)-1,3-thiazole-5-carboxylate